C(C)C=1C=NN(C1C=1C=C(C(=O)O)C=C(C1)F)COCC[Si](C)(C)C 3-(4-ethyl-1-((2-(trimethylsilyl)ethoxy)methyl)-1H-pyrazol-5-yl)-5-fluorobenzoic acid